L-lysine bisulfate hydrochloride Cl.S(O)(O)(=O)=O.N[C@@H](CCCCN)C(=O)O